NCCN1CCN(CC1)C(=O)C1=C(C=C(C=C1)NC=1C=2N(C=CN1)C(=CN2)C2=CC=C(C=C2)OC(F)F)C [4-(2-aminoethyl)piperazin-1-yl]-[4-[[3-[4-(difluoromethoxy)phenyl]imidazo[1,2-a]pyrazin-8-yl]amino]-2-methyl-phenyl]methanone